(N-(4-amino-5-benzoyl-thiazol-2-yl)-4-cyano-anilino)propionamide NC=1N=C(SC1C(C1=CC=CC=C1)=O)N(C1=CC=C(C=C1)C#N)C(C(=O)N)C